(3S)-tert-Butyl 5-(aminomethyl)-3-(6-bromo-3-methylpyridin-2-ylcarbamoyl)-2-azabicyclo[3.1.0]hexane-2-carboxylate NCC12C[C@H](N(C2C1)C(=O)OC(C)(C)C)C(NC1=NC(=CC=C1C)Br)=O